benzyl-(4-hydroxyphenyl)methylsulfonium C(C1=CC=CC=C1)[SH+]CC1=CC=C(C=C1)O